(2-ethoxy-3-pyridyl)-5-isopropyl-7-methyl-N-(1,2,4-oxadiazol-3-ylmethyl)imidazo[1,5-b]pyridazin-4-amine C(C)OC1=NC=CC=C1C=1C=C(C=2N(N1)C(=NC2C(C)C)C)NCC2=NOC=N2